(6-((cyclopentylmethyl)(methyl)amino)-1-oxo-2,3-dihydro-1H-pyrrolo[3,4-c]pyridin-4-yl)methyl Mesylate S(C)(=O)(=O)OCC1=NC(=CC2=C1CNC2=O)N(C)CC2CCCC2